tert-butyl N-(cyclobutylmethyl)-N-[[6-[(5-methyl-1-oxo-2,7-naphthyridin-2-yl)methyl]-1H-indol-2-yl]methyl]carbamate C1(CCC1)CN(C(OC(C)(C)C)=O)CC=1NC2=CC(=CC=C2C1)CN1C(C2=CN=CC(=C2C=C1)C)=O